9,9-dioctylfluoren C(CCCCCCC)C1(C2=CC=CC=C2C=2C=CC=CC12)CCCCCCCC